OC1=C(OC(=CC1=O)CO)\C=C\C1=CC=C(C=C1)O (E)-3-Hydroxy-6-(hydroxymethyl)-2-(4-hydroxyphenylvinyl)-4H-pyran-4-one